BrC1=CC=C(C=CC)C=C1 para-bromo-methylstyrene